FC=1C=C(OC2N(C=C(C=C2)C(F)(F)F)C2=CC(=CC=C2)S(=O)(=O)C)C=CC1 2-(3-fluorophenoxy)-N-(3-methylsulfonyl-phenyl)-5-(trifluoromethyl)pyridine